C(C)(=O)ON1CCN(CCNCC1)OC(C)=O 2'-(1,4,7-triazacyclononane-1,4-diyl) diacetate